tert-butyl-N-[6-(2,5-dioxo-2,5-dihydro-1H-pyrrol-1-yl)hexanoyl]-L-valyl-L-alanyl-L-lysinate C(C)(C)(C)N([C@@H](C(C)C)C(=O)N[C@@H](C)C(=O)N[C@@H](CCCCN)C(=O)[O-])C(CCCCCN1C(C=CC1=O)=O)=O